4-chloro-2,5-dimethyl-6-(4-(pyridin-3-yloxy)piperidin-1-yl)pyrimidine ClC1=NC(=NC(=C1C)N1CCC(CC1)OC=1C=NC=CC1)C